NC=1C=CC(=C(C1)NC1=NC(=NC=C1C1=CC=C(C=C1)C(F)(F)F)NC=1C=NN(C1)CCCN(C)C)F N4-(5-amino-2-fluorophenyl)-N2-{1-[3-(dimethylamino)propyl]-1H-pyrazol-4-yl}-5-[4-(trifluoromethyl)phenyl]pyrimidine-2,4-diamine